C1(=CC=C(C=C1)C1=CC=CC=2C3=C(SC21)C(=CC=C3)C=3C=C(C=CC3)C3=NC(=NC(=N3)C3=CC=CC=C3)C3=CC=CC=C3)C3=CC=CC=C3 2-{3-(6-(1,1'-biphenyl-4-yl)-dibenzothiophen-4-yl)phenyl}-4,6-diphenyl-1,3,5-triazine